3-[[6-chloro-8-fluoro-7-(3-hydroxy-1-naphthyl)-4-piperazin-1-yl-quinazolin-2-yl]amino]propanoic acid ClC=1C=C2C(=NC(=NC2=C(C1C1=CC(=CC2=CC=CC=C12)O)F)NCCC(=O)O)N1CCNCC1